S(=O)(=O)([O-])[O-].CC(C)[N+](C)(C)CCOC(C=C)=O.CC(C)[N+](CCOC(C=C)=O)(C)C (methyl)acryloyloxyethyl-dimethyl-ethyl-ammonium sulfate